2-acetyl-3-(4-methoxybenzyloxy)-pyridin-4-one C(C)(=O)C1=NC=CC(C1OCC1=CC=C(C=C1)OC)=O